C(C)C1=C(C=CC=C1)NC(=O)C(=O)NC1=C(C=CC=C1)OCC N-(2-ethylphenyl)-N'-(2-ethoxy-phenyl)oxamide